OCCCCN1N=NC2=C1C=CC(=C2C)C(C(C(=O)OC)(C)C)C2=CC(=C(C=C2)C)CN2S(OC1=C(C2)C=C(C=C1)O)(=O)=O methyl 3-[1-(4-hydroxybutyl)-4-methyl-1H-benzotriazol-5-yl]-3-{3-[(6-hydroxy-2,2-dioxo-2H-1,2λ6,3-benzoxathiazin-3(4H)-yl)methyl]-4-methylphenyl}-2,2-dimethylpropanoate